C(CCCCC(=O)OCC(CCCC)(C)C)(=O)OCC(CCCC)(C)C di(2,2-dimethylhexyl) adipate